2-(9-Chloro-5-oxopyrido[3',4':4,5]pyrimido[1,2-a]indol-11(5H)-yliden)hydrazin-1-carboximidamid ClC1=CC=2C(C=3N(C2C=C1)C(C1=C(N3)C=NC=C1)=O)=NNC(N)=N